2-fluoro-4-((3-((3R,4S)-3-hydroxytetrahydro-2H-pyran-4-yl)-7,8-dimethyl-4-oxo-3,4-dihydroquinazolin-6-yl)methyl)-N-(((R)-tetrahydrofuran-2-yl)methyl)benzamide FC1=C(C(=O)NC[C@@H]2OCCC2)C=CC(=C1)CC=1C=C2C(N(C=NC2=C(C1C)C)[C@@H]1[C@H](COCC1)O)=O